N'-(3-nitrobenzoyl)furan-2-carbohydrazide [N+](=O)([O-])C=1C=C(C(=O)NNC(=O)C=2OC=CC2)C=CC1